imidazo[1,5-d][1,4]oxaazepan-1-one C1(N=CN2CCOCCC21)=O